FC=1C=CC2=C(N=C(O2)NC2=NC3=C(N2C)C=CC(=C3)C(=O)OCC)C1 ethyl 2-((5-fluorobenzo[d]oxazol-2-yl) amino)-1-methyl-1H-benzo[d]imidazole-5-carboxylate